1-methyl-3-(4,4,5,5-tetramethyl-1,3,2-dioxaborolane-2-yl)-1H-pyrazole CN1N=C(C=C1)B1OC(C(O1)(C)C)(C)C